ClC1=CC=C(C=C1)C=1N=C2N(C=CC=C2)C1CN1CCN(CC1)C(=O)C1=NC(=CC=C1)OC (4-{[2-(4-Chlorophenyl)imidazo[1,2-a]pyridin-3-yl]methyl}piperazin-1-yl)(6-methoxypyridin-2-yl)methanone